[4-(1H-tetrazol-5-yl)-cyclohexylmethyl]-carbamic acid tert-butyl ester C(C)(C)(C)OC(NCC1CCC(CC1)C1=NN=NN1)=O